5H-pyrazolo[1,5-a]pyrazin-4-one N1=CC=C2N1C=CNC2=O